N-{4-[4-amino-7-methyl-5-(4-{1-oxa-6-azaspiro[3.3]heptane-6-carbonyl}phenyl)-7H-pyrrolo[2,3-d]pyrimidin-6-yl]phenyl}-2-methylprop-2-enamide NC=1C2=C(N=CN1)N(C(=C2C2=CC=C(C=C2)C(=O)N2CC1(CCO1)C2)C2=CC=C(C=C2)NC(C(=C)C)=O)C